O1C(OCC1)CCC#CCCO[Si](C)(C)C(C)(C)C (6-(1,3-dioxolan-2-yl)hex-3-ynyloxy)(tert-butyl)dimethylsilane